Phosphorthioat P([O-])([O-])([O-])=S